COC(=O)C=1C2=C(N(N1)C1=C(C=C(C=C1)F)F)CC1C2C1 1-(2,4-difluoro-phenyl)-3b,4,4a,5-tetrahydro-1H-cyclopropa[3,4]cyclopenta[1,2-c]pyrazole-3-carboxylic acid methyl ester